NC1=C2C(=NC=N1)N(N=C2C2=CC=C(C=C2)OC2=CC=CC=C2)C2CCN(CC2)CCCCSC2=C1C(N(C(C1=CC=C2)=O)C2C(NC(CC2)=O)=O)=O 4-((4-(4-(4-amino-3-(4-phenoxyphenyl)-1H-pyrazolo[3,4-d]pyrimidin-1-yl)piperidin-1-yl)butyl)thio)-2-(2,6-dioxopiperidin-3-yl)isoindoline-1,3-dione